CN1N=CC(=C1C1=CC=2N(C=C1)N=C(C2)NC=2N=NC=CC2)O[C@@H]2CN(CC2)C 5-[2-methyl-4-[(3S)-1-methylpyrrolidin-3-yl]oxy-pyrazol-3-yl]-N-pyridazin-3-yl-pyrazolo[1,5-a]pyridin-2-amine